4-(5-(4-(2,3-dichlorophenyl)piperazin-1-yl)pentyl)-6-methyl-3,4-dihydro-2H-pyrido[3,2-b][1,4]oxazine ClC1=C(C=CC=C1Cl)N1CCN(CC1)CCCCCN1C2=C(OCC1)C=CC(=N2)C